2-(6-Chloro-benzothiazol-2-ylamino)-1-methyl-1H-benzoimidazole-5-carboxylic acid [(R)-1-((S)-2-hydroxy-propionyl)-pyrrolidin-3-yl]-amide O[C@H](C(=O)N1C[C@@H](CC1)NC(=O)C1=CC2=C(N(C(=N2)NC=2SC3=C(N2)C=CC(=C3)Cl)C)C=C1)C